C1CC12NCCC(C2)N2N=C1C(=CC(=CC1=C2)C2=NN1C(C(=NC(=C1)C)C)=C2)F 2-[2-(4-azaspiro[2.5]oct-7-yl)-7-fluoro-indazol-5-yl]-4,6-dimethyl-pyrazolo[1,5-a]pyrazine